N-(4-((2-amino-3-(cyclohexylethynyl)pyridin-4-yl)oxy)-3-fluorophenyl)-1-phenyl-5-(triFluoromethyl)-1H-pyrazole-4-carboxamide NC1=NC=CC(=C1C#CC1CCCCC1)OC1=C(C=C(C=C1)NC(=O)C=1C=NN(C1C(F)(F)F)C1=CC=CC=C1)F